N-(2-nitro-4-pyrimidin-2-yl-phenyl)carbamic acid tert-butyl ester C(C)(C)(C)OC(NC1=C(C=C(C=C1)C1=NC=CC=N1)[N+](=O)[O-])=O